N[C@H](C(=O)NCCCNC(C1=C(C=C(C=C1)NC=1C=2N(C=CN1)C(=CN2)C=2C(=NN(C2)CC(F)F)C(F)(F)F)CC)=O)C (S)-N-(3-(2-aminopropanamido)propyl)-4-((3-(1-(2,2-difluoroethyl)-3-(trifluoromethyl)-1H-pyrazol-4-yl)imidazo[1,2-a]pyrazin-8-yl)amino)-2-ethylbenzamide